N'-(4-(2-cyclopentylacetyl)-2,5-dimethylphenyl)-N-ethyl-N-methylacetamidine C1(CCCC1)CC(=O)C1=CC(=C(C=C1C)N=C(C)N(C)CC)C